3-hydroxy-3-methylbutyrate OC(CC(=O)[O-])(C)C